1,1-dioxido-4-bromo-2,3-dihydrobenzo[b]thiophene O=S1(C2=C(CC1)C(=CC=C2)Br)=O